2-{[(αr)-6-[4-(2-ethylbutyl)-2,5-dioxoimidazolidin-1-yl]spiro[3.3]heptan-2-yl]oxy}pyridine-3-carboxamide C(C)C(CC1NC(N(C1=O)C1CC2(CC(C2)OC2=NC=CC=C2C(=O)N)C1)=O)CC